bis(dimethylamino)methyleneoxide CN(C)C(N(C)C)=O